C(C)(C)(C)OC(=O)N(C=1N=CC2=C(N1)CCN(C2)C(=O)[O-])C(=O)OC(C)(C)C 2-[bis(tert-butoxycarbonyl) amino]-7,8-dihydropyrido[4,3-d]pyrimidine-6(5H)-carboxylate